CSC(C(=O)N1C(CCCC1)C=1NC(=CN1)C1=CC=C(C=C1)C(F)(F)F)C 2-(methylthio)-1-(2-(5-(4-(trifluoromethyl)phenyl)-1H-imidazol-2-yl)piperidin-1-yl)propan-1-one